N-(1'-(6-(5-(difluoromethyl)-1-methyl-1H-pyrazol-4-yl)-4-methylpyridin-2-yl)-1',2'-dihydrospiro[cyclopropane-1,3'-pyrrolo[3,2-c]pyridin]-6'-yl)acetamide FC(C1=C(C=NN1C)C1=CC(=CC(=N1)N1CC2(C=3C=NC(=CC31)NC(C)=O)CC2)C)F